CC(CO)(CO)NC(=O)NC1CCCCC1 N-cyclohexyl-N'-[2-hydroxy-1-(hydroxymethyl)-1-methylethyl]urea